Dimethyl 3-[[(4R)-2,2-dimethyl-3-[(2-methylpropan-2-yl)oxycarbonyl]-1,3-oxazolidin-4-yl] methoxy]-1,4-dimethyl-5,7-dihydrocyclopenta[c]pyridine-6,6-dicarboxylate CC1(OC[C@@H](N1C(=O)OC(C)(C)C)COC1=C(C2=C(C(=N1)C)CC(C2)(C(=O)OC)C(=O)OC)C)C